NC1=CC=C2C(=CC(OC2=C1)=O)CC(N)=O 7-amino-4-carbamoylmethyl-coumarin